C(C)(C)(C)OC(=O)NCC=1C=NC=CC1B(O)O (3-(((tert-butyloxycarbonyl)amino)methyl)pyridin-4-yl)boronic acid